C(C)OC(=O)C=1N=C(SC1C1=NC=CN=C1)C 2-methyl-5-pyrazin-2-yl-1,3-thiazole-4-carboxylic acid ethyl ester